NC1=C(C2=C(S1)C(C(CC2)(C2=CC=CC=C2)CC(=O)N)=O)C(=O)N 2-Amino-6-(2-amino-2-oxoethyl)-7-oxo-6-phenyl-4,5,6,7-tetrahydrobenzo[b]thiophene-3-carboxamide